BrC=1C(=CC(=C(C1)NC(=O)NCCC(C)(C)C)F)C 1-(5-bromo-2-fluoro-4-methylphenyl)-3-(3,3-dimethylbutyl)urea